COC(CC(COS(=O)(=O)C1=CC=C(C)C=C1)NC(=O)OC(C)(C)C)=O 4-p-toluenesulfonyloxy-3-tert-butoxycarbonylaminobutyric acid methyl ester